1-[(6RS)-2-(4-methoxyphenyl)-6-methyl-3-(pyridin-4-yl)-6,7-dihydropyrazolo[1,5-a]pyrazin-5(4H)-yl]prop-2-en-1-one COC1=CC=C(C=C1)C1=NN2C(CN([C@@H](C2)C)C(C=C)=O)=C1C1=CC=NC=C1 |r|